1-ethyl-1H-pyrrolo[2,3-b]pyridine-2-formaldehyde C(C)N1C(=CC=2C1=NC=CC2)C=O